OCCOCCOC1=C(C=NC=C1)C1CN(C1)C(=O)OC(C)(C)C tert-butyl 3-(4-(2-(2-hydroxyethoxy)ethoxy)pyridin-3-yl)azetidine-1-carboxylate